ClC(=O)SCC S-Ethyl chlorothioformate